4-(hydroxymethyl)-1,2,4-triazolidine-3,5-dione OCN1C(NNC1=O)=O